BrC=1C=CC(=NC1OCCCC(C)O)N1C(N(C2=NC=CC(=C21)O)COCC[Si](C)(C)C)=O 1-[5-bromo-6-(4-hydroxypentoxy)-2-pyridyl]-7-hydroxy-3-(2-trimethylsilylethoxymethyl)imidazo[4,5-b]pyridin-2-one